(5RS,6RS)-2-{[3-Fluoro-2-(trifluoromethyl)pyridin-4-yl]methyl}-3-oxo-6-(trifluoromethyl)-2,3,5,6,7,8-hexahydro[1,2,4]triazolo[4,3-a]pyridin FC=1C(=NC=CC1CN1N=C2N(C[C@@H](CC2)C(F)(F)F)C1=O)C(F)(F)F |r|